4-amino-1-(bicyclo[1.1.1]pent-1-yl)-6-oxo-1,6-dihydropyridine-3-carboxylic acid lithium [Li].NC=1C(=CN(C(C1)=O)C12CC(C1)C2)C(=O)O